COC(C)(C)C1=NC(=CC(=N1)N1CC2(C=3C=NC(=CC31)NC(C)=O)CC2)C N-(1'-(2-(2-methoxypropan-2-yl)-6-methylpyrimidin-4-yl)-1',2'-dihydrospiro[cyclopropane-1,3'-pyrrolo[3,2-c]pyridin]-6'-yl)acetamide